(S)-5-amino-4-(4-(3-((1-(4-(methoxycarbonyl)phenyl)piperidin-4-yl)methyl)azetidin-1-yl)-1-oxoisoindolin-2-yl)-5-oxopentanoic acid NC([C@H](CCC(=O)O)N1C(C2=CC=CC(=C2C1)N1CC(C1)CC1CCN(CC1)C1=CC=C(C=C1)C(=O)OC)=O)=O